OC(=COC(C=C)=O)COC(C=C)=O 2-hydroxy-1,3-diacryloyloxypropylene